dimethyl-(p-bromophenyl)sulfonium oxide C[S+](C1=CC=C(C=C1)Br)(C)=O